BrC1=CC(=C2C=NN(C2=C1)C=1SC(=NN1)C(F)F)N1CCN(CC1)C(=O)C1CC1 6-bromo-4-(4-cyclopropanecarbonylpiperazin-1-yl)-1-[5-(difluoromethyl)-1,3,4-thiadiazol-2-yl]indazole